FC1=C(C=CC=C1)C1CC=2C=NC(=NC2C2=C1C=CC=C2)NC2=CC(=CC=C2)CCNCCOC 6-(2-fluorophenyl)-N-[3-[2-(2-methoxyethylamino)ethyl]phenyl]-5,6-dihydrobenzo[h]quinazolin-2-amine